tert-butyl 1'-(2-oxopropyl)spiro[indoline-3,4'-piperidine]-1-carboxylate O=C(CN1CCC2(CC1)CN(C1=CC=CC=C12)C(=O)OC(C)(C)C)C